FC1=C(C(=O)[O-])NC(NC1=O)=O.Br[C-]1C(C=C(C(=C1)OC)OC)[N+](=O)[O-] 1-bromo-4,5-dimethoxy-2-nitrobenzeneId 5-fluoro-orotate